Cl.Cl.N1(CC[C@@H]2[C@H]1CNCC2)C=2SC1=C(N=NC(=C1)C1=C(C=C(C=C1)C=1C=NNC1)O)N2 2-{6-[(3aR,7aS)-octahydro-1H-pyrrolo[2,3-c]pyridin-1-yl][1,3]thiazolo[4,5-c]pyridazin-3-yl}-5-(1H-pyrazol-4-yl)phenol dihydrochloride